Methyl (2S,3S)-3-methyl-2-[(3s)-3-methyl-2-oxopiperazin-1-yl]pentanoate C[C@H]([C@@H](C(=O)OC)N1C([C@@H](NCC1)C)=O)CC